CC1COC2=C(C(N1C1=C(C=C(C=C1)C1OC(C(O1)(C)C)(C)C)C)=O)N(N=C2)C2OCCCC2 6-methyl-7-(2-methyl-4-(4,4,5,5-tetramethyl-1,3-dioxolan-2-yl)phenyl)-1-(tetrahydro-2H-pyran-2-yl)-6,7-dihydro-1H-pyrazolo[3,4-f][1,4]oxazepin-8(5H)-one